(1R,5S,6r)-N-(2-(8-methyl-1-(methylsulfanyl)imidazo[1,5-a]pyridin-3-yl)propan-2-yl)-3-azabicyclo[3.1.0]hexane-6-carboxamide CC=1C=2N(C=CC1)C(=NC2SC)C(C)(C)NC(=O)C2[C@H]1CNC[C@@H]21